(2-fluorophenoxy)-1-(5-(5-(trifluoromethyl)-1,2,4-oxadiazol-3-yl)pyridin-2-yl)ethan-1-one FC1=C(OCC(=O)C2=NC=C(C=C2)C2=NOC(=N2)C(F)(F)F)C=CC=C1